5-(1-ethyl-3-methyl-1H-pyrazol-5-yl)-4H-1,2,4-triazol C(C)N1N=C(C=C1C=1NC=NN1)C